vanillyl thioether C(C1=CC(OC)=C(O)C=C1)SCC1=CC(OC)=C(O)C=C1